(1R,2R,4R)-4-[(Z)-N-(1,1-dimethylethoxy)-C-(4-fluorophenyl)carbonimidoyl]-2-methoxy-N-methyl-cyclohexanamine CC(C)(O\N=C(/C1=CC=C(C=C1)F)\[C@H]1C[C@H]([C@@H](CC1)NC)OC)C